1-[3-Cyclopropyl-5-[(2-fluoro-2-methylpropyl)sulfamoyl]-7,8,9,10-tetrahydrobenzo[h]isochinolin-7-yl]imidazol C1(CC1)C=1N=CC2=C3C(=CC(=C2C1)S(NCC(C)(C)F)(=O)=O)C(CCC3)N3C=NC=C3